4-Ethyl-7-fluoro-8-(2,3,5-trifluorophenyl)quinoline-3-carboxylic acid ethyl ester C(C)OC(=O)C=1C=NC2=C(C(=CC=C2C1CC)F)C1=C(C(=CC(=C1)F)F)F